C(C)(C)C1CC(C1)N1C(N([C@@H](C1)C#N)C1=CN=CC2=CC=CC=C12)=O (S)-1-((1r,3S)-3-isopropylcyclobutyl)-3-(isoquinolin-4-yl)-2-oxoimidazoline-4-carbonitrile